N-(3-(1-acetylpyrrolidin-3-yl)phenyl)-4-fluoro-7-methyl-1H-indole C(C)(=O)N1CC(CC1)C=1C=C(C=CC1)N1C=CC2=C(C=CC(=C12)C)F